NC=1C=C(OC2=CC=C(C=C2)OC2=CC(=CC=C2)N)C=CC1 1,4-bis-(3-aminophenoxy)benzene